2-(4-methyl-2-(phenylamino)thiazol-5-yl)ethanol CC=1N=C(SC1CCO)NC1=CC=CC=C1